FC=1C=C(C=CC1F)C1N(CCNC1)C(=O)N1CC2(CCCC2)[C@](CC1)(O)CN1C=NC(=CC1=O)C1=CC=CC=C1 3-(((10S)-7-(2-(3,4-Difluorophenyl)piperazine-1-carbonyl)-10-hydroxy-7-azaspiro[4.5]decan-10-yl)methyl)-6-phenylpyrimidin-4(3H)-one